D-glucaric acid O=C([C@H](O)[C@@H](O)[C@H](O)[C@H](O)C(=O)O)O